CN(C=1C(=NC=C(C1)C=1N=CC2=C(C=CC=C2C1)C1=CC2=C(N(C(N2C)=O)C)C(=C1)C(C)C)C(=O)NCC#CC1=CC(=CC=C1)NC1C(NC(CC1)=O)=O)C 3-(dimethylamino)-N-(3-(3-((2,6-dioxopiperidin-3-yl)amino)phenyl)prop-2-yn-1-yl)-5-(8-(7-isopropyl-1,3-dimethyl-2-oxo-2,3-dihydro-1H-benzo[d]imidazol-5-yl)isoquinolin-3-yl)picolinamide